ClC(C(CC)C)(Cl)Cl 1,1,1-trichloro-2-methylbutane